(1RS,2SR,4RS)-2-methoxy-4-propylcyclohexanol CO[C@@H]1[C@@H](CC[C@H](C1)CCC)O |r|